(2-chloro-3-fluoro-5-methylpyridin-4-yl)ethanimidamide ClC1=NC=C(C(=C1F)CC(N)=N)C